FC1=C(C=CC=C1)C=1C=CC=2N(C1)N=CC2 6-(2-fluorophenyl)pyrazolo[1,5-a]pyridine